C(C)(C)(C)OC(=O)N1CCC2(CC1)CCNCC2 3,9-Diazaspiro[5.5]undecane-3-carboxylic acid tert-butyl ester